8-bromo-1-(trans-3-methoxycyclobutyl)-1,3-dihydro-2H-imidazo[4,5-c]cinnolin-2-one BrC1=CC=2C3=C(N=NC2C=C1)NC(N3[C@@H]3C[C@H](C3)OC)=O